FC1=C(C=CC(=C1)C)C1=CC(=C(N=N1)NC1C[C@@H]2[C@@H](CN(C2)CC2CCOCC2)C1)C(F)(F)F (3aR,5s,6aS)-N-(6-(2-fluoro-4-methylphenyl)-4-(trifluoromethyl)pyridazin-3-yl)-2-((tetrahydro-2H-pyran-4-yl)methyl)octahydro-cyclopenta[c]pyrrol-5-amine